Epoxyoxophorone CC1(CC(=O)C2C(C1=O)(O2)C)C